2,3-dibromo-5-(methoxymethyl)-6-methylpyridine BrC1=NC(=C(C=C1Br)COC)C